N-(1-(azetidin-1-ylmethyl)cyclopropyl)-1-(4-fluorophenyl)cyclobutane-1-carboxamide N1(CCC1)CC1(CC1)NC(=O)C1(CCC1)C1=CC=C(C=C1)F